ClC1=NC(=CC(=C1)[C@@H](CC=1N(C(=NN1)S)C)C)Cl 5-[(2R)-2-(2,6-dichloropyridin-4-yl)propyl]-4-methyl-1,2,4-triazole-3-thiol